imidazolecarboxylate calcium [Ca+2].N1C(=NC=C1)C(=O)[O-].N1C(=NC=C1)C(=O)[O-]